3-(2-oxa-5-azabicyclo[2.2.1]hept-5-ylmethyl)-5-chloro-4-methylaniline C12OCC(N(C1)CC=1C=C(N)C=C(C1C)Cl)C2